FC1=CC=C(C2=C1C(C=1C=CN=CC1C2=O)=O)F 6,9-difluorobenzo[g]isoquinoline-5,10-dione